N,N'-Bis(3-methylphenyl)-N,N'-bis(phenyl)-9,9-dimethyl-fluorene CC1=CC(=CC=C1)N(C2=CC=CC=C2)C3=CC4=C(C=C3)C5=C(C4(C)C)C=C(C=C5)N(C6=CC=CC=C6)C7=CC=CC(=C7)C